C(C=C)(=O)N1CC(CCC1C)N(C1=C2C(=NC=C1C(=O)OCCOC)NC=C2)C 2-methoxyethyl 4-((1-acryloyl-6-methylpiperidin-3-yl)(methyl)amino)-1H-pyrrolo[2,3-b]pyridine-5-carboxylate